C(C)(C)(C)OC(=O)N1C[C@H]([C@@H](C1)C1=CC=C(C=C1)C#N)C(=O)O |r| Racemic-(3S,4R)-1-(tert-butoxycarbonyl)-4-(4-cyanophenyl)pyrrolidine-3-carboxylic acid